L-asparaginyl-L-prolyl-N-[(2S)-4-[{(1R)-1-[1-benzyl-4-(2,5-difluorophenyl)-1H-pyrrol-2-yl]-2,2-dimethylpropyl}(hydroxyacetyl)amino]-1-(methylamino)-1-oxobutan-2-yl]-L-valinamide N[C@@H](CC(N)=O)C(=O)N1[C@@H](CCC1)C(=O)N[C@@H](C(C)C)C(=O)N[C@H](C(=O)NC)CCN(C(CO)=O)[C@H](C(C)(C)C)C=1N(C=C(C1)C1=C(C=CC(=C1)F)F)CC1=CC=CC=C1